C(C)(C)C=1CC[C@@H]2[C@]3(CCCC([C@@H]3CC=C2C1)(C)C)C (4aS,4bR,10aS)-7-Isopropyl-1,1,4a-trimethyl-1,2,3,4,4a,4b,5,6,10,10a-decahydrophenanthrene